ClC1=C2C=C(NC2=CC(=C1OCC1=CC=C(C=C1)C(C)C)Cl)C(=O)O 4,6-Dichloro-5-((4-isopropylbenzyl)oxy)-1H-indole-2-carboxylic acid